C1CC[C@H]([C@@H](C1)N)N (1R,2R)-Diaminocyclohexane